CC1(C(C2=NC=CC=C2C(O1)=O)C)C 7,7,8-trimethyl-7,8-dihydro-5H-pyrano[4,3-b]Pyridin-5-one